dichlorodimethyl-ammonium chloride [Cl-].Cl[N+](C)(C)Cl